O[C@@H]1[C@H](O[C@H]([C@@H]1O)N1C2=NC=NC(=C2N=C1)NC(C)C1=CC=CC=C1)COCP(O)(O)=O [(2R,3S,4R,5R)-3,4-dihydroxy-5-[6-(1-phenylethylamino)-purin-9-yl]tetrahydro-furan-2-yl]methoxy-methylphosphonic acid